CN([C@@H]1[C@H](CCCC1)NC(=O)C=1SC=2N=CC=C3N(C(NC1C23)=O)C2=C(C=C(C=C2)OC2=CC=CC=C2)C)C N-((1S,2S)-2-(Dimethylamino)cyclohexyl)-5-(2-methyl-4-phenoxyphenyl)-4-oxo-4,5-dihydro-3H-1-thia-3,5,8-triazaacenaphthylene-2-carboxamide